methyl 2-(chloromethyl)-3-((1-ethyl-1H-imidazol-5-yl)methyl)-3H-imidazo[4,5-b]pyridine-5-carboxylate ClCC1=NC=2C(=NC(=CC2)C(=O)OC)N1CC1=CN=CN1CC